C(C=C)(=O)N1C[C@@H](N(CC1)C=1C2=C(N(C(N1)=O)C=1C(=NC=CC1SC)C(C)C)N=C(C(=C2)Cl)C2=C(C=CC=C2C)F)C 4-((S)-4-acryloyl-2-methylpiperazin-1-yl)-6-chloro-7-(2-fluoro-6-methylphenyl)-1-(2-isopropyl-4-(methylthio)pyridin-3-yl)pyrido[2,3-d]pyrimidin-2(1H)-one